{4-[4-amino-7-(cis-4-hydroxycyclohexyl)pyrrolo[2,1-f][1,2,4]triazin-5-yl]-3-fluorophenyl}-1-(4-fluorophenyl)-2-oxo-1,2-dihydropyridine-3-carboxamide NC1=NC=NN2C1=C(C=C2[C@@H]2CC[C@@H](CC2)O)C2=C(C=C(C=C2)C2=C(C(N(C=C2)C2=CC=C(C=C2)F)=O)C(=O)N)F